ClC1=CC=C(CN2[C@@]3(CCN(C3)C(=O)C3CCC3)C(N(CC2=O)C2=C(C=C(C#N)C=C2)F)=O)C=C1 (R)-4-(6-(4-chlorobenzyl)-2-(cyclobutanecarbonyl)-7,10-dioxo-2,6,9-triazaspiro[4.5]decan-9-yl)-3-fluorobenzonitrile